C(C=1C(C(=O)O)=CC=CC1)(=O)O.OC(C(=O)O)CCCCCCCCCCCCCCCC Hydroxystearic Acid Phthalate